Pyrazol-3-yl ketone N1N=C(C=C1)C(=O)C1=NNC=C1